4-(6-((4-bromo-2-fluorobenzyl)oxy)pyridin-2-yl)piperidin BrC1=CC(=C(COC2=CC=CC(=N2)C2CCNCC2)C=C1)F